C(C)OC(=O)C=1C(=NN2C1NC(=CC2=O)C2=CC(=C(C(=C2)F)C2CCCCC2)F)Br 2-bromo-5-(4-cyclohexyl-3,5-difluorophenyl)-7-oxo-4,7-dihydropyrazolo[1,5-a]pyrimidine-3-carboxylic acid ethyl ester